C(C)(C)C1=NC(=CC(=C1N)C)OC 2-isopropyl-6-methoxy-4-methylpyridin-3-amine